C1(=CC=CC=C1)[Si](OCCC)(OCCC)C1=CC=CC=C1 Diphenyldipropoxysilane